2-phenylthiazole-4-carboxylic acid (1-[1,2,4]triazolo[4,3-a]pyrazin-8-yl-pyrrolidin-3-yl)-amide N=1N=CN2C1C(=NC=C2)N2CC(CC2)NC(=O)C=2N=C(SC2)C2=CC=CC=C2